N-alpha-(9-fluorenylmethoxycarbonyl)-O-benzyl-L-tyrosine C1=CC=C(C=C1)COC2=CC=C(C=C2)C[C@@H](C(=O)O)NC(=O)OCC3C4=CC=CC=C4C5=CC=CC=C35